(2S)-3-cyclobutyl-2-(9H-fluoren-9-ylmethoxycarbonylamino)propanoic acid C1(CCC1)C[C@@H](C(=O)O)NC(=O)OCC1C2=CC=CC=C2C=2C=CC=CC12